C(#N)C=1C=C(C=NC1N1N=CC=N1)NC(=O)NC=1C=NC=2N(C1[C@H](C(C)C)OC)N=C(C2)C (S)-1-(5-cyano-6-(2H-1,2,3-triazol-2-yl)pyridin-3-yl)-3-(7-(1-methoxy-2-methylpropyl)-2-methylpyrazolo[1,5-a]pyrimidin-6-yl)urea